C[Si](Cl)(Cl)CCCCCCC=C methyl-(7-octenyl)dichlorosilane